(S)-1-(tetrahydro-2H-pyran-2-yl)ethan-1-ol tert-butyl-(((3R,5S)-5-((4,4''-difluoro-[1,1':3',1''-terphenyl]-5'-carboxamido)methyl)pyrrolidin-3-yl)methyl)carbamate C(C)(C)(C)N(C(=O)O[C@@H](C)C1OCCCC1)C[C@H]1CN[C@@H](C1)CNC(=O)C=1C=C(C=C(C1)C1=CC=C(C=C1)F)C1=CC=C(C=C1)F